tert-Butyl 3-(hydroxymethyl)-4-(trifluoromethyl)-1H-indole-1-carboxylate OCC1=CN(C2=CC=CC(=C12)C(F)(F)F)C(=O)OC(C)(C)C